N-(4-cyanobenzyl)-1-methyl-7-oxo-6-((1-(N-phenylsulfamoyl)cyclopropyl)methyl)-4,5,6,7-tetrahydro-1H-pyrazolo[3,4-c]Pyridine-3-carboxamide C(#N)C1=CC=C(CNC(=O)C2=NN(C=3C(N(CCC32)CC3(CC3)S(NC3=CC=CC=C3)(=O)=O)=O)C)C=C1